(S)-2-(chloromethyl)-1-(oxetine-2-ylmethyl)-1H-benzo[d]imidazole-6-carboxylate ClCC1=NC2=C(N1CC=1OCC1)C=C(C=C2)C(=O)[O-]